1-(tert-butyl) 2-methyl (2R,4R)-2-(2-(chloromethyl)allyl)-4-hydroxy-pyrrolidine-1,2-dicarboxylate ClCC(C[C@]1(N(C[C@@H](C1)O)C(=O)OC(C)(C)C)C(=O)OC)=C